tert-butyl (1-(((4-bromophenyl)amino)methyl)cyclopropyl)carbamate BrC1=CC=C(C=C1)NCC1(CC1)NC(OC(C)(C)C)=O